C(C(=C)C)(=O)OCCC[Si](OC)(OC)OC methacryloxypropyltri-methoxysilane